C(C1=CC=CC=C1)N(C=1C2=C(N=C(N1)Cl)N(N=N2)[C@H]2[C@@H]([C@@H]([C@H](O2)COP(=O)(O)CP(O)(O)=O)O)O)C (((((2R,3S,4R,5R)-5-(7-(benzyl(methyl)amino)-5-chloro-3H-[1,2,3]triazolo[4,5-d]pyrimidin-3-yl)-3,4-dihydroxytetrahydrofuran-2-yl)methoxy)(hydroxy)phosphoryl)methyl)phosphonic acid